ammonium dichloride osmium [Os+].[Cl-].[Cl-].[NH4+]